BrC=1C=2N(C=C(C1)OCC1=CC=C(C=C1)OC)N=C(C2C=O)F 4-Bromo-2-fluoro-6-(4-methoxybenzyloxy)pyrazolo[1,5-a]pyridine-3-carbaldehyde